2-((2S,4S)-1-acryloyl-4-(8-chloro-4-(3-(dimethylamino)azetidin-1-yl)-6-fluoro-7-(m-tolyl)-1H-[1,2,3]triazolo[4,5-c]quinolin-1-yl)piperidin-2-yl)acetonitrile C(C=C)(=O)N1[C@@H](C[C@H](CC1)N1N=NC=2C(=NC=3C(=C(C(=CC3C21)Cl)C=2C=C(C=CC2)C)F)N2CC(C2)N(C)C)CC#N